N-(2-(2-amino-6-cyclopropylamino-9H-purin-9-yl)ethyl)-1,5-dimethyl-1H-pyrazole-3-carboxamide NC1=NC(=C2N=CN(C2=N1)CCNC(=O)C1=NN(C(=C1)C)C)NC1CC1